C(#N)C=1C=CC(=C2C=CC=NC12)OC1C(C(C1(C)C)NC(C1=CC(=C(C(=C1)F)N1CCC(CC1)CO)F)=O)(C)C N-((1r,3r)-3-((8-Cyanoquinolin-5-yl)oxy)-2,2,4,4-tetramethylcyclobutyl)-3,5-difluoro-4-(4-(hydroxymethyl)piperidin-1-yl)benzamide